O[C@@H]1C[C@@H](CC[C@H]1C)NC1=NC(=NC=C1C(=O)N)NC12CC(C1)(C2)C 4-((1R,3R,4R)-3-hydroxy-4-methylcyclohexylamino)-2-(3-methylbicyclo[1.1.1]pentan-1-ylamino)pyrimidine-5-carboxamide